C1(CC1)C=1C(=NSC1C(=O)OCC)C1=C2C=CNC(C2=CC=C1)=O ethyl 4-cyclopropyl-3-(1-oxo-2H-isoquinolin-5-yl)-1,2-thiazole-5-carboxylate